pyrimidine-gallic acid N1=C(N=CC=C1)C1=C(C(=C(C=C1C(=O)O)O)O)O